(2S,4R)-1-[2-[3-[3-(1,3-dioxolan-2-yl)propoxy]isoxazol-5-yl]-3-methyl-butanoyl]-4-hydroxy-N-[[4-(4-methylthiazol-5-yl)phenyl]methyl]pyrrolidine-2-carboxamide O1C(OCC1)CCCOC1=NOC(=C1)C(C(=O)N1[C@@H](C[C@H](C1)O)C(=O)NCC1=CC=C(C=C1)C1=C(N=CS1)C)C(C)C